(S)-ethyl 1-(2-(1-(3-(3-carbamoyl-4-fluorophenyl)pyridin-2-yl)-2-(3,5-difluorophenyl)ethylamino)-2-oxoethyl)-3-(trifluoromethyl)-1H-pyrazole-4-carboxylate C(N)(=O)C=1C=C(C=CC1F)C=1C(=NC=CC1)[C@H](CC1=CC(=CC(=C1)F)F)NC(CN1N=C(C(=C1)C(=O)OCC)C(F)(F)F)=O